trans-methyl-cyclohexane diisocyanate [N-]=C=O.[N-]=C=O.CC1CCCCC1